4-(2-fluoro-4-nitrophenoxy)-3-(prop-1-en-2-yl)-1-{[2-(trimethylsilyl)ethoxy]methyl}-1H-pyrrolo[2,3-b]pyridine FC1=C(OC2=C3C(=NC=C2)N(C=C3C(=C)C)COCC[Si](C)(C)C)C=CC(=C1)[N+](=O)[O-]